C1(CC1)CN1CC(N(CC1)CC1=CN=C2C=C(C(NC2=C1)=O)CC)=O 7-((4-(Cyclopropylmethyl)-2-oxopiperazin-1-yl)methyl)-3-ethyl-1,5-naphthyridin-2(1H)-one